S1N=NN=N1 thiatetrazole